(hydroxymethyl)-5-nitrothiophene OCC=1SC(=CC1)[N+](=O)[O-]